3-(6-Hydroxyhexyloxy)-propylamine OCCCCCCOCCCN